N-vinylbenzyl-morpholine C(=C)N1C(COCC1)CC1=CC=CC=C1